2-(2,6-dimethyl-4-((2-oxo-3-(4-(trifluoromethyl)phenyl)2,3-dihydro-1H-benzo[d]imidazol-1-yl)methyl)phenoxy)-2-methylpropanoic acid ethyl ester C(C)OC(C(C)(C)OC1=C(C=C(C=C1C)CN1C(N(C2=C1C=CC=C2)C2=CC=C(C=C2)C(F)(F)F)=O)C)=O